C(C)(C)(C)OC(=O)N1N=CC(=C1)C1=NC(=NC=C1)NC=1C=NN(C1)C1CCN(CC1)C Tert-butyl-4-(2-((1-(1-methylpiperidin-4-yl)-1H-pyrazol-4-yl)amino)pyrimidin-4-yl)1H-pyrazole-1-carboxylate